C(CCCCC=CCC=CCC=CCC=CCC)(=O)O octadecane-6,9,12,15-tetraenoic acid